ClC1=CC2=C(C(C(N=C2C=C1)C)=O)C1=C(C=CC=C1)Cl 6-chloro-4-(2-chlorophenyl)-2-methyl-3-quinolinone